Cl.N=1N2C(=CC1C=1C=C(C(=NC1)N)C(F)(F)F)[C@]1(CC2)CNCC1 5-[(3R)-5',6'-dihydrospiro[pyrrolidine-3,4'-pyrrolo[1,2-b]pyrazol]-2'-yl]-3-(trifluoromethyl)pyridin-2-amine hydrogen chloride salt